FC1=C(C=CC(=C1C)OC1=CC2=C(N(N=N2)C)C=C1)NC=1C2=C(N=CN1)C=CC(=N2)N2[C@@H]([C@H](CCC2)NC(C=C)=O)C N-((2R,3S)-1-(4-((2-fluoro-3-methyl-4-((1-methyl-1H-benzo[d][1,2,3]triazol-5-yl)oxy)phenyl)amino)pyrido[3,2-d]pyrimidin-6-yl)-2-methylpiperidin-3-yl)acrylamide